ClC1=NC=C(C=C1C(=O)N1[C@@H](CCC1)CO)[N+](=O)[O-] (2-chloro-5-nitropyridin-3-yl)[(2S)-2-(hydroxymethyl)pyrrolidin-1-yl]methanone